2-cyclohexylamino-4,6-dimercapto-triazine C1(CCCCC1)NN1NC(=CC(=N1)S)S